4-{[3-(1-fluoro-8-{4-fluoro-2-[(3R)-3-methylmorpholine-4-carbonyl]phenyl}-3-methylimidazo[1,5-a]pyridin-6-yl)azetidin-1-yl]methyl}piperidine-1-carboxylic acid tert-butyl ester C(C)(C)(C)OC(=O)N1CCC(CC1)CN1CC(C1)C=1C=C(C=2N(C1)C(=NC2F)C)C2=C(C=C(C=C2)F)C(=O)N2[C@@H](COCC2)C